CC(C(=O)N[C@@H](CCO[C@@H]1C[C@H](C1)CCC1=NC=2NCCCC2C=C1)C(=O)O)(C)C1=CC=CC=C1 N-(2-methyl-2-phenylpropionyl)-O-(trans-3-(2-(5,6,7,8-tetrahydro-1,8-naphthyridin-2-yl)ethyl)cyclobutyl)homoserine